COC1=C(C(=O)N)C=C(C=C1)NC1=CC=CC=C1 2-methoxy-5-(phenylamino)benzamide